3-((4-(docosyloxy)-2-fluorophenyl)sulfonyl)-4-(4-(4-(1-ethylpiperidin-4-yl)piperazin-1-yl)piperidin-1-yl)-6-(trifluoromethoxy)quinoline C(CCCCCCCCCCCCCCCCCCCCC)OC1=CC(=C(C=C1)S(=O)(=O)C=1C=NC2=CC=C(C=C2C1N1CCC(CC1)N1CCN(CC1)C1CCN(CC1)CC)OC(F)(F)F)F